8-(1,1'-biphenyl-4-yl)-4-[3-(dibenzothiophen-4-yl)phenyl]-[1]Benzofuran C1(=CC=C(C=C1)C=1C=CC2=C(C3=C(S2)C(=CC=C3)C=3C=C(C=CC3)C3=CC=CC2=C3C=CO2)C1)C1=CC=CC=C1